12-Ethyl-8-propyl-4-oxa-8,12-diazadispiro[2.1.5.3]tridecan-13-on C(C)N1CC2(OC3(CC3)C1=O)CCN(CC2)CCC